1-(bromomethyl)-1-((1-methylcyclopropyl)sulfonyl)cyclopropane BrCC1(CC1)S(=O)(=O)C1(CC1)C